O=C1N(CC2=CC=CC=C12)C(=O)[O-] 1-oxo-2,3-dihydro-1H-isoindole-2-carboxylate